C(CC(O)(C(=O)O)CC(=O)O)(=O)O.FC1=CC=C(S1)CC[C@@]1(CN(CC1)C(C)(C)C=1C=NC(=CC1)C)CNC(OC(C)C)=O |o1:21| isopropyl (S or R)-((3-(2-(5-fluorothiophen-2-yl)ethyl)-1-(2-(6-methylpyridin-3-yl)propan-2-yl)pyrrolidin-3-yl)methyl)carbamate citrate